2-(3-chlorophenoxy)-3-[(5RS)-5-(2,4-dimethylbenzyl)-5,6-dihydro-4H-1,2,4-oxadiazin-3-yl]imidazo[1,5-b]pyridazine ClC=1C=C(OC=2C(=CC=3N(N2)C=NC3)C3=NOC[C@H](N3)CC3=C(C=C(C=C3)C)C)C=CC1 |r|